FC1=CC=CC=2N=C(SC21)N 7-fluorobenzo[2,1-d][1,3]thiazolin-2-amine